benzo(b)naphtho[1,2-d]thiophene C1=CC=CC=2C=CC3=C(C4=C(S3)C=CC=C4)C12